(5S,6S)-5-Hydroxy-6-((R)-5H-imidazo[5,1-a]isoindol-5-yl)-N,N-dimethyl-5,6,7,8-tetrahydronaphthalen-2-carboxamid O[C@@H]1C=2C=CC(=CC2CC[C@H]1[C@H]1N2C(C3=CC=CC=C13)=CN=C2)C(=O)N(C)C